5-chloro-3-(2-(3-(3-methoxyphenyl)-4-oxothiazolidine-2-ylidene)hydrazono)indol-2-one ClC=1C=C2C(C(NC2=CC1)=O)=NN=C1SCC(N1C1=CC(=CC=C1)OC)=O